C(C(=O)OCC(F)(F)F)(=O)OCC ethyl Trifluoroethyl Oxalate